C(C)OC(CCCCCCC\C=C/C\C=C/CCCCC)=O.FC(C1=NN=C(O1)C1=CC=2N(C=C1)C=C(N2)CN(C(=O)C2CN(C2)S(=O)(=O)C)C2=CC(=CC=C2)F)F N-((7-(5-(difluoromethyl)-1,3,4-oxadiazol-2-yl)imidazo[1,2-a]pyridin-2-yl)methyl)-N-(3-fluorophenyl)-1-(methylsulfonyl)azetidine-3-carboxamide Ethyl-(Z,Z)-9,12-octadecadienoate